dimethylamino-2,2'-bipyridine CN(C)C=1C(=NC=CC1)C1=NC=CC=C1